C1(CCC1)N1N=CC(=C1)C=O 1-cyclobutylpyrazole-4-carbaldehyde